(trifluoromethyl)copper (III) hydrochloride Cl.FC(F)(F)[Cu+2]